NC=1C=2N(C(=C(N1)C1=CC=C(C=C1)F)C=1C=CC=3N(C1)C(=CN3)C)C=C(N2)C(=O)NC23CC(C2)(C3)CNC 8-amino-6-(4-fluorophenyl)-N-{3-[(methylamino)methyl]bicyclo[1.1.1]pentan-1-yl}-5-{3-methylimidazo[1,2-a]pyridin-6-yl}imidazo[1,2-a]pyrazine-2-carboxamide